NC1=C2N=CN(C2=NC(=N1)F)[C@H]1C[C@@H]([C@@](O1)(C#C)CO[P@](=O)(OC1=CC=CC=C1)N[C@@H](CC1=CC=CC=C1)C(=O)OCCCCCCCCCCCCCCCCCC)O octadecyl ((S)-(((2R,3S,5R)-5-(6-amino-2-fluoro-9H-purin-9-yl)-2-ethynyl-3-hydroxytetrahydrofuran-2-yl)methoxy)(phenoxy)phosphoryl)-L-phenylalaninate